5-bromo-N2-(1-cyclopropylindazol-5-yl)-N4-(2-dimethylphosphorylphenyl)pyrimidine-2,4-diamine BrC=1C(=NC(=NC1)NC=1C=C2C=NN(C2=CC1)C1CC1)NC1=C(C=CC=C1)P(=O)(C)C